C(C)(C)(C)OC(=O)NC1=C(C(=NN1C(C)C)C1=CC=C(C=C1)CC(=O)OC)C#N Methyl 2-[4-[5-(tert-butoxycarbonylamino)-4-cyano-1-isopropyl-pyrazol-3-yl]phenyl]acetate